CC1=CC(=CC2=C1C(C(O2)=O)=O)C 4,6-Dimethylbenzofuran-2,3-dione